FC1=CC=C(OCCN(C)CCOC2=CC=C(C=C2)F)C=C1 2-(4-fluorophenoxy)-N-(2-(4-fluorophenoxy)ethyl)-N-methylethan-1-amine